ClC=1C(=C(C=CC1)NC=1C(=NN2C1C(N(CC2)COCC[Si](C)(C)C)=O)C2=C1C(=NC=C2)N(N=C1)COCC[Si](C)(C)C)OC 3-[(3-chloro-2-methoxyphenyl)amino]-5-{[2-(trimethylsilyl)ethoxy]methyl}-2-(1-{[2-(trimethylsilyl)ethoxy]methyl}pyrazolo[3,4-b]pyridin-4-yl)-6H,7H-pyrazolo[1,5-a]pyrazin-4-one